ClC=1C(=C(C=CC1)NCC(=O)N1[C@H]2CC([C@@H]([C@@H]1C(=O)N[C@@H](C[C@H]1C(NCC1)=O)\C=C(\S(=O)(=O)C)/F)CC2)(F)F)C (1R,3R,4R)-2-((3-chloro-2-methylphenyl)glycyl)-5,5-difluoro-N-((S,E)-4-fluoro-4-(methylsulfonyl)-1-((S)-2-oxopyrrolidin-3-yl)but-3-en-2-yl)-2-azabicyclo[2.2.2]octane-3-carboxamide